CC1=CC=C(C=C1)S(=O)(=O)OC1=CC=C(C=C1)NC(NC1=CC=C(C=C1)OS(=O)(=O)C1=CC=C(C)C=C1)=O bis-[4-(p-toluenesulfonyloxy)phenyl]urea